cis-8-dimethylamino-3-[[1-(2-hydroxy-ethyl)-1H-[1,2,3]triazol-4-yl]-methyl]-8-phenyl-1,3-diazaspiro[4.5]decan-2-one CN(C1(CCC2(CN(C(N2)=O)CC=2N=NN(C2)CCO)CC1)C1=CC=CC=C1)C